[Zn].OC1=C(C=CC=C1)C=1OC2=C(N1)C=CC=C2.OC2=C(C=CC=C2)C=2OC1=C(N2)C=CC=C1 bis[2-(2-hydroxyphenyl)benzoxazol] zinc